N1N=CC2=C(C3=C(C=C12)C=CC=C3)C3=C(C=1N=C(N=C(C1C=N3)N3CC1(CNS(N1)(=O)=O)CCC3)OC[C@]31CCCN1C[C@@H](C3)F)F 7-(7-(1H-benzo[f]indazol-4-yl)-8-fluoro-2-(((2R,7aS)-2-fluorohexahydro-1H-pyrrolizin-7a-yl)methoxy)pyrido[4,3-d]pyrimidin-4-yl)-2-thia-1,3,7-triazaspiro[4.5]decane 2,2-dioxide